(2R,3S,4S)-4-hydroxy-2-[(4-methoxyphenyl)methyl]pyrrolidin-3-yl 4-(dimethylsulfamoyl)benzoate CN(S(=O)(=O)C1=CC=C(C(=O)O[C@H]2[C@H](NC[C@@H]2O)CC2=CC=C(C=C2)OC)C=C1)C